C12=NC=NC=3N=CCN4N=CC(C=C1)=C4C23 2,4,6,9,10-pentaazatetracyclo[7.5.2.05,15.012,16]Hexadecene-1(2),3,5(15),10,12(16),13-hexaene